C[C@]12CC[C@H](C1(C)C)C[C@H]2OP(=O)([O-])OP(=O)([O-])[O-] The molecule is an organophosphate oxoanion obtained by deprotonation of the diphosphate OH groups of (-)-bornyl diphosphate; major species at pH 7.3. It is a conjugate base of a (-)-bornyl diphosphate.